2-[[2-chloro-5-(1-methylpyrazol-4-yl)phenyl]methylamino]-5-propyl-4H-[1,2,4]triazolo[1,5-a]pyrimidin-7-one ClC1=C(C=C(C=C1)C=1C=NN(C1)C)CNC1=NN2C(NC(=CC2=O)CCC)=N1